1-(5-carboxypentyl)-2-[7-(1-ethyl-5-sulfo-1,3-dihydro-2H-indol-2-ylidene) hepta-1,3,5-trien-1-yl]-3H-indolium-5-sulfonate C(=O)(O)CCCCC[N+]1=C(CC2=CC(=CC=C12)S(=O)(=O)[O-])C=CC=CC=CC=C1N(C2=CC=C(C=C2C1)S(=O)(=O)O)CC